4-(3-(1-(2-fluoroacryloyl)azetidin-3-yl)-2-oxo-1-(4-(trifluoromethyl)phenyl)-2,3-dihydro-1H-benzo[d]imidazole-4-carbonyl)-N-phenylpiperazine-1-carboxamide FC(C(=O)N1CC(C1)N1C(N(C2=C1C(=CC=C2)C(=O)N2CCN(CC2)C(=O)NC2=CC=CC=C2)C2=CC=C(C=C2)C(F)(F)F)=O)=C